O1CCC(CC1)CC(=O)N1CC(CC1)OC=1C2=C(N=CN1)CCNC2 4-[1-(2-tetrahydro-pyran-4-yl-acetyl)-pyrrolidin-3-yloxy]-7,8-dihydro-5H-pyrido[4,3-d]pyrimidin